C(C)(C)(C)OC([C@H](CC)N(C([C@H](C)N(C(=O)OCC(\C=C/C)=C)C)=O)C)=O.C(C)(C)(C)C(CCC1=CC=C(C=C1)O)(C(C)(C)C)C(C)(C)C tri-tert-butyl-p-hydroxyphenyl-propane tert-butyl-(2S)-2-[methyl-[(2S)-2-[methyl-[(Z)-2-methylenepent-3-enoxy]carbonyl-amino]propanoyl]amino]butanoate